(S)-2-(3-(2-((((9H-fluoren-9-yl)methoxy)carbonyl)amino)-3-(benzyloxy)-3-oxopropyl)phenyl)acetic acid C1=CC=CC=2C3=CC=CC=C3C(C12)COC(=O)N[C@@H](CC=1C=C(C=CC1)CC(=O)O)C(=O)OCC1=CC=CC=C1